N(=[N+]=[N-])C[C@H]1N(CCC1)C1=NC2=C(C(=CC=C2C(=C1)N1C=NC=C1)Cl)Cl (S)-2-(2-(azidomethyl)pyrrolidin-1-yl)-7,8-dichloro-4-(1H-imidazol-1-yl)quinoline